FC(C1=C(CN2CCN(CC2)CC)C=CC(=C1)[N+](=O)[O-])F 1-(2-(difluoromethyl)-4-nitrobenzyl)-4-ethylpiperazine